2-((4-((R)-2-(3,5-dichloropyridin-2-yl)-2-methyl-2H-chromen-8-yl)piperidin-1-yl)methyl)-3-(((S)-oxetan-2-yl)methyl)-3H-imidazo[4,5-b]pyridine-5-carboxylic acid ClC=1C(=NC=C(C1)Cl)[C@@]1(OC2=C(C=CC=C2C=C1)C1CCN(CC1)CC1=NC=2C(=NC(=CC2)C(=O)O)N1C[C@H]1OCC1)C